FC(C(=O)O)(F)F.NCC1(CN(C1)C(=O)N1C(C(N(CC1)CC)=O)=O)C(=O)N[C@@H]1B(OC2=C(C1)C=CC=C2C(=O)O)O (R)-3-(3-(aminomethyl)-1-(4-ethyl-2,3-dioxopiperazine-1-carbonyl)azetidine-3-carboxamido)-2-hydroxy-3,4-dihydro-2H-benzo[e][1,2]oxaborinine-8-carboxylic acid, trifluoroacetic acid salt